1-(2,5-dichloro-1,3-thiazol-4-yl)methylamine ClC=1SC(=C(N1)CN)Cl